C=C(C(CCCC)O)CCCC 6-methylenedecan-5-ol